FC=1C(=C(C(=NC1)OC)C1=CC=2C(=CN=C(C2)NC(=O)[C@H]2[C@@H](C2)CO)N1C)OC trans-N-[2-(5-fluoro-2,4-dimethoxypyridin-3-yl)-1-methylpyrrolo[2,3-c]pyridin-5-yl]-2-(hydroxymethyl)cyclopropane-1-carboxamide